C(C)(C)(C)OC(=O)N1[C@@H](CN[C@H](C1)C)CC (2R,5S)-2-ethyl-5-methylpiperazine-1-carboxylic acid tert-butyl ester